1-(4-(benzylamino)-7-(1,4-oxazepan-2-yl)pyrrolo[2,1-f][1,2,4]triazin-2-yl)-2-methyl-1H-indole-4-carboxamide, formate salt C(=O)O.C(C1=CC=CC=C1)NC1=NC(=NN2C1=CC=C2C2OCCCNC2)N2C(=CC=1C(=CC=CC21)C(=O)N)C